C=C(C)C1=C(C=CC=C1)[C@H]1N(CCC1)C1CC2(C1)CCN(CC2)C2=CC=C(C(=O)N)C=C2 4-(2-((S)-2-(2-(prop-1-en-2-yl)phenyl)pyrrolidin-1-yl)-7-azaspiro[3.5]non-7-yl)benzamide